2-(1-(2-((R)-1-hydroxyethyl)-6-p-toluenesulfonyl-imidazo[4,5-d]pyrrolo[2,3-b]pyridine-1(6H)-yl)azacycloheptane-4-yl)acetonitrile O[C@H](C)C1=NC=2C(=C3C(=NC2)N(C=C3)S(=O)(=O)C3=CC=C(C)C=C3)N1N1CCC(CCC1)CC#N